(R)-2-(2-((1-(5,6-diphenylpyrazin-2-yl)pyrrolidin-2-yl)methoxy)ethoxy)acetic acid C1(=CC=CC=C1)C=1N=CC(=NC1C1=CC=CC=C1)N1[C@H](CCC1)COCCOCC(=O)O